N1(CCC1)C(=O)C1=CC(=C(C=C1)NCC#C)OC azetidin-1-yl(3-methoxy-4-(prop-2-yn-1-ylamino)phenyl)methanone